2-([(3-ACETYLPHENYL)CARBAMOYL]AMINO)ACETIC ACID C(C)(=O)C=1C=C(C=CC1)NC(=O)NCC(=O)O